N-((5-cyclopropylpyridin-2-yl)-methyl)ethanamine C1(CC1)C=1C=CC(=NC1)CNCC